NC(CC(=O)O)C(NC(COC(CCCC)=O)CC)=O 3-amino-3-{[1-(pentanoyloxy)butan-2-yl]carbamoyl}propanoic acid